N[C@@H]([C@H](O)C)C(=O)N1C2(CNC2=O)CN(CC1)C(=O)OC(C)(C)C tert-butyl 5-(L-threonyl)-1-oxo-2,5,8-triazaspiro[3.5]nonane-8-carboxylate